C1=CC=CC=COO1 dioxacyclooctatriene